N-((1-(pyridin-4-yl)cyclobutyl)methyl)-2-(trifluoromethyl)imidazo[1,2-a]pyridin-5-amine N1=CC=C(C=C1)C1(CCC1)CNC1=CC=CC=2N1C=C(N2)C(F)(F)F